5-[5-(3,4,5-trichlorophenyl)-5-trifluoromethyl-4,5-dihydro-isoxazol-3-yl]-3-methyl-thiophene-2-carboxylic acid ClC=1C=C(C=C(C1Cl)Cl)C1(CC(=NO1)C1=CC(=C(S1)C(=O)O)C)C(F)(F)F